C(C)(C)(C)OC(=O)N1[C@@H](C[C@@H](CC1)NC(C(COC1=NC=CC=C1C1CC1)(C)C)=O)C (2r,4r)-4-(3-((3-cyclopropylpyridin-2-yl)oxy)-2,2-dimethylpropionamido)-2-methylpiperidine-1-carboxylic acid tert-butyl ester